C(=O)(O)C1CC2(C(NC3=CC=CC=C23)N1)O 2-Carboxy-3a-hydroxy-1,2,3,3a,8,8a-hexahydro-pyrrolo[2,3-b]indol